C(=O)(OOOCCOCC)OC(=O)OOOCCOCC di(2-ethoxyethyl peroxy) dicarbonate